5,6-dichloro-N-((2-(2,6-dioxopiperidin-3-yl)-1-oxoisoindolin-5-yl)methyl)-1H-indazole-3-carboxamide ClC=1C=C2C(=NNC2=CC1Cl)C(=O)NCC=1C=C2CN(C(C2=CC1)=O)C1C(NC(CC1)=O)=O